BrC=1C2=C(C(=NC1)O)C(=C(S2)C2=C(C=C(C=C2)[N+](=O)[O-])C)C2=CC(=C(C=C2)OC2=NC=CC(=N2)C)F 7-bromo-3-(3-fluoro-4-((4-methylpyrimidin-2-yl)oxy)phenyl)-2-(2-methyl-4-nitrophenyl)thieno[3,2-c]pyridin-4-ol